[Zn].[Si].[Ti] titanium silicon zinc